7-Amino-6-(7-fluoro-1H-indazol-4-yl)-4-methyl-9H-[1,3]thiazolo[4,5-h]quinolin-8-one NC=1C(NC=2C3=C(C(=CC2C1C1=C2C=NNC2=C(C=C1)F)C)N=CS3)=O